6-((1-Acetylpiperidin-4-yl)amino)-2-chloropyrimidine-4-carboxylic acid hydrochloride Cl.C(C)(=O)N1CCC(CC1)NC1=CC(=NC(=N1)Cl)C(=O)O